NC[C@@H]1CC[C@@H](CO1)SCC1=NC2=CC(=CC(=C2C(N1)=O)F)NC1CCCC1 2-((((cis)-6-(Aminomethyl)tetrahydro-2H-pyran-3-yl)thio)methyl)-7-(cyclopentylamino)-5-fluoroquinazolin-4(3H)-one